((2R,3R,5R)-5-(4-amino-2-oxopyrimidin-1(2H)-yl)-4,4-difluoro-3-hydroxytetrahydrofuran-2-yl)methyl-4-methylbenzenesulfonate NC1=NC(N(C=C1)[C@H]1C([C@@H]([C@H](O1)COS(=O)(=O)C1=CC=C(C=C1)C)O)(F)F)=O